CC1=C(C=C(C=C1)NC(=O)C1C2CCC1CC2)B2OC(C(O2)(C)C)(C)C N-(4-methyl-3-(4,4,5,5-tetramethyl-1,3,2-dioxaborolan-2-yl)phenyl)bicyclo[2.2.1]heptane-7-carboxamide